4-{[2-fluoro-3-(trifluoromethyl)phenyl]methyl}piperidine-4-carbonitrile hydrochloride Cl.FC1=C(C=CC=C1C(F)(F)F)CC1(CCNCC1)C#N